C(C)(C)([2H])C=1C(=NC=CC1)C1=NC2=C(C=C1)OC1=C2C=CC=C1 (isopropyl-d1)(benzofuropyridinyl)pyridine